propyl-boronic acid C(CC)B(O)O